OCCS(=O)(=O)NC1=CC(=C(C=C1)NC(=O)C=1N=C(N(C1)C)N1CCCCC1)N1CCC2(CC2)CC1 N-(4-((2-hydroxyethyl)sulfonylamino)-2-(6-azaspiro[2.5]oct-6-yl)phenyl)-1-methyl-2-(piperidin-1-yl)-1H-imidazole-4-carboxamide